1-(5-(9-(piperazin-1-ylmethyl)-3-azaspiro[5.5]undecane-3-carbonyl)-2-(trifluoromethoxy)phenyl)dihydropyrimidine-2,4(1h,3h)-dione N1(CCNCC1)CC1CCC2(CCN(CC2)C(=O)C=2C=CC(=C(C2)N2C(NC(CC2)=O)=O)OC(F)(F)F)CC1